CC(C(=O)OC)(C)N1CCC(CC1)=O methyl 2-methyl-2-(4-oxopiperidin-1-yl)propanoate